ClC=1C=C(C=C(C1)Cl)C1(CC(=NO1)C1=CC(=C(C=C1)NC(C(CC)(C)C)=O)C)C(F)(F)F N-(4-(5-(3,5-dichlorophenyl)-5-(trifluoromethyl)-4,5-dihydroisoxazol-3-yl)-2-methylphenyl)-2,2-dimethylbutyramide